ClC1=CC(=C(C(=O)OC)C=C1C)[N+](=O)[O-] methyl 4-chloro-5-methyl-2-nitrobenzoate